methyl-ethyl-4-(2-hydroxyethyl)morpholine CC1(N(CCOC1)CCO)CC